3-fluoro-5-(((1R,2aR)-3,3,4,4-tetrafluoro-1,2a-dihydroxy-2,2a,3,4-tetrahydro-1H-cyclopenta[cd]inden-7-yl)-oxy)benzonitrile FC=1C=C(C#N)C=C(C1)OC1=CC=C2C=3[C@](C[C@H](C13)O)(C(C2(F)F)(F)F)O